ClC1=C(C=C(C=N1)C=1C=CC(=C(C1)NC1=NC=NC2=CC(=C(C=C12)OC1CN(C1)C(C=C)=O)OC)OC)F 1-(3-((4-((5-(6-chloro-5-fluoropyridin-3-yl)-2-methoxyphenyl)amino)-7-methoxy-quinazolin-6-yl)oxy)azetidin-1-yl)prop-2-en-1-one